iridium (III) hydroxide [Ir](O)(O)O